(1S,4S)-5-(3-((4-((1R,5S)-3,8-diazabicyclo[3.2.1]octan-3-yl)-7-(8-chloronaphthalen-1-yl)-8-fluoropyrido[4,3-d]pyrimidin-2-yl)oxy)propyl)-2-oxa-5-azabicyclo[2.2.1]heptane [C@H]12CN(C[C@H](CC1)N2)C=2C1=C(N=C(N2)OCCCN2[C@@H]3CO[C@H](C2)C3)C(=C(N=C1)C1=CC=CC3=CC=CC(=C13)Cl)F